COC1CCC(CC1)[C@@H](C)N1C(=C(C2=CC=CC=C12)C(=O)OC)C methyl (R)-1-(1-(4-methoxycyclohexyl) ethyl)-2-methyl-1H-indole-3-carboxylate